5-bromo-3-((1-(2-ethoxyethyl)-1H-pyrazol-4-yl)oxy)pyrazin-2-amine BrC=1N=C(C(=NC1)N)OC=1C=NN(C1)CCOCC